N-(4-(4-amino-7-(6-(((tert-butyldiphenylsilyl)oxy)methyl)tetrahydro-2H-pyran-3-yl)-5H-pyrrolo[3,2-d]pyrimidin-5-yl)benzyl)-5-fluoro-2-methoxybenzamide NC=1C2=C(N=CN1)C(=CN2C2=CC=C(CNC(C1=C(C=CC(=C1)F)OC)=O)C=C2)C2COC(CC2)CO[Si](C2=CC=CC=C2)(C2=CC=CC=C2)C(C)(C)C